TERT-BUTYL 6-FORMYLPYRIDIN-3-YLCARBAMATE C(=O)C1=CC=C(C=N1)NC(OC(C)(C)C)=O